8-cyclopropyl-6-(difluoromethyl)-N-[(1S)-1-[2-(6-methoxypyridazin-3-yl)-1,2,4-triazol-3-yl]ethyl]quinazolin-4-amine C1(CC1)C=1C=C(C=C2C(=NC=NC12)N[C@@H](C)C=1N(N=CN1)C=1N=NC(=CC1)OC)C(F)F